4-amino-N-(7-(4,4-difluoropiperidin-1-yl)pyrazolo[1,5-a]pyridin-5-yl)-2-(6-azaspiro[2.5]oct-6-yl)benzamide NC1=CC(=C(C(=O)NC2=CC=3N(C(=C2)N2CCC(CC2)(F)F)N=CC3)C=C1)N1CCC3(CC3)CC1